4-(benzyloxy)-3-(1-(2-(2-methoxyphenyl)ethyl)pyrrolidin-3-yl)-1H-indole C(C1=CC=CC=C1)OC1=C2C(=CNC2=CC=C1)C1CN(CC1)CCC1=C(C=CC=C1)OC